FC=1C=C(C=CC1C(F)(F)F)C=1N(C(=CN1)C)CC1=C(OCCCCC(C(=O)O)(C)C)C=CC=C1 6-(2-((2-(3-fluoro-4-(trifluoromethyl)phenyl)-5-methyl-1H-imidazol-1-yl)methyl)phenoxy)-2,2-dimethylhexanoic acid